ClC1=CC=C(C=C1)[C@H]1[C@@H](C1)NC(N([C@H]1CN(CCC1)C=1N=NC=CC1)C)=O 3-[(1R,2S)-2-(4-chlorophenyl)cyclopropyl]-1-methyl-1-[(3R)-1-(pyridazin-3-yl)piperidin-3-yl]urea